4-(2-((7-(3-amino-8-ethynylnaphthalen-1-yl)-4-((1R,5S)-3,8-diazabicyclo[3.2.1]octan-3-yl)-8-fluoropyrido[4,3-d]pyrimidin-2-yl)oxy)acetamido)benzenesulfonyl fluoride NC=1C=C(C2=C(C=CC=C2C1)C#C)C1=C(C=2N=C(N=C(C2C=N1)N1C[C@H]2CC[C@@H](C1)N2)OCC(=O)NC2=CC=C(C=C2)S(=O)(=O)F)F